1-((6-(2-chloro-3-(3-chloro-2-(2-((3-hydroxy-3-methylazetidin-1-yl)methyl)-8-methoxyimidazo[1,2-a]pyridin-6-yl)pyridin-4-yl)phenyl)-2-methoxypyridin-3-yl)methyl)-3-methylazetidin-3-ol ClC1=C(C=CC=C1C1=C(C(=NC=C1)C=1C=C(C=2N(C1)C=C(N2)CN2CC(C2)(C)O)OC)Cl)C2=CC=C(C(=N2)OC)CN2CC(C2)(O)C